NC1=C(C=C(N=N1)C1=C(C=CC=C1)O)N1CC2CCC(C1)N2C2=NC=NC(=C2)C#CCN2CCCCCC2 2-(6-amino-5-(8-(6-(3-(azepan-1-yl)prop-1-yn-1-yl)pyrimidin-4-yl)-3,8-diazabicyclo[3.2.1]octan-3-yl)pyridazin-3-yl)phenol